CC1=CC=C(C(=O)N)C=C1 4-methylbenzamide